3-(2-((3r,5r,7r)-adamantan-1-yl)acetoxy)-2-(((dimethylglycyl)oxy)methyl)propyl (9Z,12Z)-octadeca-9,12-dienoate C(CCCCCCC\C=C/C\C=C/CCCCC)(=O)OCC(COC(CC12CC3CC(CC(C1)C3)C2)=O)COC(CN(C)C)=O